C(C)(=O)O.N=1C=NN2C1C=C(C=C2)OC2=C(C=C(C=C2)NC2=NC=NN1C2=C(C=C1)C1CCN(CC1)C(C(F)Cl)=O)C 1-(4-(4-((4-([1,2,4]triazolo[1,5-a]pyridin-7-yloxy)-3-methylphenyl)amino)pyrrolo[2,1-f][1,2,4]triazin-5-yl)piperidin-1-yl)-2-chloro-2-fluoroethan-1-one acetate